Ethanol L-glutamate N[C@@H](CCC(=O)O)C(=O)O.C(C)O